C1=CC(=CC=C1N)N(CCO)CCO N,N-bis(2-hydroxyethyl)-p-phenylenediamine